4-[(6,7-dichloro-1H-indol-4-yl)oxy]cyclopentane-1,3-diol ClC1=CC(=C2C=CNC2=C1Cl)OC1C(CC(C1)O)O